6-methyl-N-[(1-methyl-1H-imidazol-2-yl)methyl]-4-[(1-methylcyclopropyl)amino]furo[2,3-d]pyrimidine-5-carboxamide CC1=C(C2=C(N=CN=C2NC2(CC2)C)O1)C(=O)NCC=1N(C=CN1)C